COC1=CC=C(C=C1)CCCC=C 1-(4-methoxyphenyl)-pent-4-en